(R)-4-(3-(1-(but-2-ynoyl)pyrrolidin-3-yl)-5-ethoxyimidazo[1,5-a]pyrazin-1-yl)-N-(pyridin-2-yl)benzamide C(C#CC)(=O)N1C[C@@H](CC1)C1=NC(=C2N1C(=CN=C2)OCC)C2=CC=C(C(=O)NC1=NC=CC=C1)C=C2